C1N(CC12CCOCC2)CCCOC=2C(=C(C=CC2)C2=C(C(=CC=C2)COC2=CC(=C(C=O)C=C2Cl)O)C)C 4-((3'-(3-(7-oxa-2-azaspiro[3.5]non-2-yl)propoxy)-2,2'-dimethyl-[1,1'-biphenyl]-3-yl)methoxy)-5-chloro-2-hydroxybenzaldehyde